(2S)-2-[[(tert-butoxy)carbonyl]amino]-3-methylbutanoic acid C(C)(C)(C)OC(=O)N[C@H](C(=O)O)C(C)C